F[P-](F)(F)(F)(F)F.CC(CN1CN(C=C1)CC(CC)C)CC 1,3-di(2-methylbutyl)imidazole hexafluorophosphate